FC=1C(=CC=2C3=C(NC(C2C1)=O)COC[C@H]3N(C(C3=CC(=CC=C3)S(NC)(=O)=O)=O)C)F (S)-N-(8,9-difluoro-6-oxo-1,4,5,6-tetrahydro-2H-pyrano[3,4-c]isoquinolin-1-yl)-N-methyl-3-(N-methylsulfamoyl)benzamide